3-O-methyl-beta-D-allose CO[C@H]1[C@H]([C@H](O)O[C@@H]([C@H]1O)CO)O